OCC(COC(\C(=C\C1=CN(C2=NC=CC=C21)CC2=CC(=CC(=C2)C(F)(F)F)C(F)(F)F)\C#N)=O)(C)C (E)-3-(1-(3,5-bis(trifluoromethyl)benzyl)-1H-pyrrolo[2,3-b]pyridin-3-yl)-2-cyanoacrylic acid 3-hydroxy-2,2-dimethylpropyl ester